C1(CCC1)CC1=C(C=2CCC2C=C1)NC(=O)NS(=O)(=O)C=1OC=C(C1)C(C)(C)O N-((3-(cyclobutylmethyl)bicyclo[4.2.0]oct-1(6),2,4-trien-2-yl)carbamoyl)-4-(2-hydroxypropane-2-yl)furan-2-sulfonamide